6-(4-(3-amino-6-chloropyridazin-4-yl)phenyl)hex-5-yn-1-ol NC=1N=NC(=CC1C1=CC=C(C=C1)C#CCCCCO)Cl